N,N,3-trimethyl-2-nitrobenzamide CN(C(C1=C(C(=CC=C1)C)[N+](=O)[O-])=O)C